IC1=CN=C(N1C(C)C)C(C)=O 1-(5-iodo-1-isopropyl-1H-imidazol-2-yl)ethan-1-one